tert-butyl (S)-(1-((1-(4-chlorophenyl)-2-methylpropan-2-yl)amino)-1-oxopropan-2-yl)carbamate ClC1=CC=C(C=C1)CC(C)(C)NC([C@H](C)NC(OC(C)(C)C)=O)=O